3-(Methacryloylamino)propyl-lauryl-dimethylammonium chlorid tert-butyl-5-(4,4,5,5-tetramethyl-1,3,2-dioxaborolan-2-yl)-1H-benzo[d]imidazole-1-carboxylate C(C)(C)(C)OC(=O)N1C=NC2=C1C=CC(=C2)B2OC(C(O2)(C)C)(C)C.[Cl-].C(C(=C)C)(=O)NCCC[N+](C)(C)CCCCCCCCCCCC